CC1=C(C=C(C=C1)C)CC(=O)N (2,5-dimethylphenyl)acetamide